C(C=C)C1N(CC1=NN1[C@@H](CCC1)COC)C(=O)[O-] 2-allyl-3-(((s)-2-(methoxymethyl)pyrrolidin-1-yl)imino)azetidine-1-carboxylate